C(C)OC1=NC=CC=C1C1=CC(=C2C(=N1)C(=NN2C(CC)C)C)NCC=2N=CN(C2)C 5-(2-ethoxy-3-pyridinyl)-3-methyl-N-[(1-methylimidazol-4-yl)methyl]-1-[1-methylpropyl]pyrazolo[4,3-b]pyridin-7-amine